NC1=NC(=CC=C1)N L-2,6-diaminopyridine